(Z)-2-((1-acetyl-3-oxoindolin-2-ylidene)methyl)-6-(morpholine-4-carbonyl)quinoline-4-carboxamide C(C)(=O)N1\C(\C(C2=CC=CC=C12)=O)=C/C1=NC2=CC=C(C=C2C(=C1)C(=O)N)C(=O)N1CCOCC1